ClC1=NC=C(C(=N1)C=1C=C(C=CC1)C1(COC1)O)F 3-(3-(2-chloro-5-fluoropyrimidin-4-yl)phenyl)oxetan-3-ol